2-Hydroxy-6-(3,4,5-trimethoxyphenyl)-1H-phenalen-1-one OC=1C(C=2C=CC=C3C(=CC=C(C1)C23)C2=CC(=C(C(=C2)OC)OC)OC)=O